CC1(NC(CC(C1)OC(C1=CC=CC=C1)=O)(C)C)C 2,2,6,6-tetramethyl-4-piperidylbenzoate